methyl 2-(bromomethyl)-6-fluoronicotinate BrCC1=C(C(=O)OC)C=CC(=N1)F